diisopropyl-octyl-ethoxysilane C(C)(C)[Si](OCC)(CCCCCCCC)C(C)C